dodecanediboronic acid C(CCCCCCCCCCC)(B(O)O)B(O)O